4-(3-((5-(difluoromethyl)-2-((3-methyl-1-(1-methylpyrrolidin-3-yl)-1H-pyrazol-4-yl)amino)pyrimidin-4-yl)amino)propyl)-1,4-oxazepan-3-one FC(C=1C(=NC(=NC1)NC=1C(=NN(C1)C1CN(CC1)C)C)NCCCN1C(COCCC1)=O)F